C(C(=C)C)(=O)OCCC[Si](OC)(OC)OC γ-methacryloxypropyltrimethoxysilan